4,4-dimethyl-8-(1H-pyrazol-4-yl)-3,4-dihydro-1H,6H-pyrano[4,3-b]thieno[3,2-d]pyran-6-one CC1(COCC2=C1OC(C1=C2C=C(S1)C=1C=NNC1)=O)C